bromoethyl-2-bromopropionate BrCCOC(C(C)Br)=O